N-(p-tolylaminocarbonyl)-L-alanine C1(=CC=C(C=C1)NC(=O)N[C@@H](C)C(=O)O)C